CN1N=C(N=C1C(=O)N1[C@@H](C2=C(CC1)NC=N2)C2=NN1C(C=CC=C1)=C2)C(F)(F)F (S)-(1-methyl-3-(trifluoromethyl)-1H-1,2,4-triazol-5-yl)(4-(pyrazolo[1,5-a]pyridin-2-yl)-6,7-dihydro-1H-imidazo[4,5-c]pyridin-5(4H)-yl)methanone